4-(7-(8-Ethyl-7-fluoro-3-hydroxynaphthalen-1-yl)-8-fluoro-2-(((2R,7aS)-2-fluorotetrahydro-1H-pyrrolizin-7a(5H)-yl)methoxy)pyrido[4,3-d]pyrimidin-4-yl)-1,4-oxazepane-6-carbonitrile C(C)C=1C(=CC=C2C=C(C=C(C12)C1=C(C=2N=C(N=C(C2C=N1)N1CCOCC(C1)C#N)OC[C@]12CCCN2C[C@@H](C1)F)F)O)F